(2-((3,3,4,4,5,5,6,6,7,7,8,8,9,9,10,10,10-heptadecafluorodecyl)oxy)ethyl)(methyl)sulfan FC(CCOCCSC)(C(C(C(C(C(C(C(F)(F)F)(F)F)(F)F)(F)F)(F)F)(F)F)(F)F)F